N-[6-[2-methyl-5-[[(1S,5R)-3-oxa-9-azabicyclo[3.3.1]nonan-7-yl]oxy]-4-pyridyl]imidazo[1,2-a]pyrazin-2-yl]cyclopropanecarboxamide CC1=NC=C(C(=C1)C=1N=CC=2N(C1)C=C(N2)NC(=O)C2CC2)OC2C[C@@H]1COC[C@H](C2)N1